(4-(2-(3-Chloroanilino)-4-(1,2,3,4-tetrahydroisoquinolin-7-ylamino)pyrimidin-5-yl)-1H-pyrazol-1-yl)ethan-1-ol ClC=1C=C(NC2=NC=C(C(=N2)NC2=CC=C3CCNCC3=C2)C=2C=NN(C2)C(C)O)C=CC1